C1(CC1)C1=NNC(=N1)C1CC2(CN(C2)C(=O)N2CC3(C2)CCN(C3)CC3=CC(=CC=C3)S(=O)(=O)C(F)(F)F)C1 [6-(3-cyclopropyl-1H-1,2,4-triazol-5-yl)-2-azaspiro[3.3]heptan-2-yl]-[7-(3-triflylbenzyl)-2,7-diazaspiro[3.4]octan-2-yl]methanone